N2-(2-{[(Tert-butyldimethylsilyl)oxy]methyl}-4-methoxyphenyl)-4-methoxy-N1-(3-methoxyphenyl)benzene-1,2-diamine [Si](C)(C)(C(C)(C)C)OCC1=C(C=CC(=C1)OC)NC=1C(=CC=C(C1)OC)NC1=CC(=CC=C1)OC